rac-cis-3-methyl-4-(4-methyl-3-(trifluoromethyl)phenyl)piperidine C[C@@H]1CNCC[C@@H]1C1=CC(=C(C=C1)C)C(F)(F)F |r|